Cl.C1(CCCC1)C1=NC=2C=C(C(=CC2C2=C1CC(N2)(C)C)OC)OCCCN2CCCC2 1-[3-({4-cyclopentyl-8-methoxy-2,2-dimethyl-1H,2H,3H-pyrrolo[3,2-c]quinolin-7-yl}oxy)propyl]pyrrolidine hydrochloride